methyl 5-(difluoro(phenyl)methyl)-3-((isoquinoline-1-carboxamido)methyl)-4,5-dihydroisoxazole-5-carboxylate FC(C1(CC(=NO1)CNC(=O)C1=NC=CC2=CC=CC=C12)C(=O)OC)(C1=CC=CC=C1)F